C(C)(=O)N(C=1SC2=C(C1C(=O)NCCC)C=CC(=C2)O)CC2=CC=CC=C2 2-[acetyl-(benzyl)amino]-6-hydroxy-N-propyl-1-benzothiophene-3-carboxamide